CN1C(C(=C(C2=CC=CC=C12)N1CCC(CC1)C=1OC2=C(N1)C=C(C=C2)N2C(CCC2)=O)C#N)=O 1-methyl-2-oxo-4-{4-[5-(2-oxopyrrolidin-1-yl)-1,3-benzoxazol-2-yl]piperidin-1-yl}-1,2-dihydroquinoline-3-carbonitrile